C1(=CC=CC=C1)C1=C(C(=NN=N1)C=1C(=C(C=CC1)C1=CC=CC=C1)C1=C(C=CC=2[Se]C3=C(C21)C=CC=C3)C3=C(C=CC=C3)C3=CC=CC=C3)C3=CC=CC=C3 (diphenyltriazinyl)[(biphenylyl)dibenzoselenophenyl]biphenyl